C(C)(=O)NS(=O)(=O)C1=CC=C(C=C1)NC(=O)C1=NC(=CN=C1N)C1=NNC=C1 N-(4-(N-acetylsulfamoyl)phenyl)-3-amino-6-(1H-pyrazol-3-yl)pyrazine-2-carboxamide